methyl-bis(2-hydroxypropyl)tris(2-hydroxypropyl)amine CC(C(CN(CC(C)O)CC(C)O)O)(CC(C)O)CC(C)O